(isocyanatomethyl)-methyldiethoxysilane N(=C=O)C[Si](OCC)(OCC)C